4-[2-(4-aminopiperidine-1-carbonyl)-5-(1-methyl-1H-1,3-benzodiazol-5-yl)-1,3-thiazol-4-yl]benzonitrile NC1CCN(CC1)C(=O)C=1SC(=C(N1)C1=CC=C(C#N)C=C1)C1=CC2=C(N(C=N2)C)C=C1